N1=CC(=C2N1C=CN=C2)N2CC1(C2)CC(C1)NC(=O)NC1=CC(=CC=C1)C(F)(F)F 1-(2-(pyrazolo[1,5-a]pyrazin-3-yl)-2-azaspiro[3.3]heptan-6-yl)-3-(3-(trifluoromethyl)phenyl)urea